FC=1C(=NC(=NC1)N[C@H]1CNCCC1)C=1C=NN2C1N=C(C(=C2)OC)C(C)(C)O (R)-2-(3-(5-fluoro-2-(piperidin-3-ylamino)pyrimidin-4-yl)-6-methoxypyrazolo[1,5-a]pyrimidin-5-yl)propan-2-ol